ClC1=CC=C(C(=N1)C1=NN(C=N1)C)NC(C)C=1C=2C3=C(N(C(C2C=C(C1)C)=O)CC)N(N=C3)C3CN(CC3)S(=O)(=O)C 9-(1-((6-chloro-2-(1-methyl-1H-1,2,4-triazol-3-yl)pyridin-3-yl)amino)ethyl)-4-ethyl-7-methyl-3-(1-(methylsulfonyl)pyrrolidin-3-yl)-3,4-dihydro-5H-pyrazolo[3,4-c]isoquinolin-5-one